NC[C@H]([C@H](O)C1=CC(=CC=C1)OCC1CCCCC1)C (1S,2R)-3-amino-1-(3-(cyclohexylmethoxy)phenyl)-2-methylpropan-1-ol